(+/-)-4-(2-(2-methoxypyridin-3-yl)azepan-1-yl)-6-methylpyrimidin-2-amine COC1=NC=CC=C1[C@@H]1N(CCCCC1)C1=NC(=NC(=C1)C)N |r|